((6-(3-cyclopropyl-4-(quinoxalin-2-yl)-1H-pyrazol-1-yl)hexyl)amino)-2-(2,6-dioxopiperidin-3-yl)isoindoline-1,3-dione C1(CC1)C1=NN(C=C1C1=NC2=CC=CC=C2N=C1)CCCCCCNC1=C2C(N(C(C2=CC=C1)=O)C1C(NC(CC1)=O)=O)=O